tri(4-ethyl-3-hexyl) citrate C(CC(O)(C(=O)OC(CC)C(CC)CC)CC(=O)OC(CC)C(CC)CC)(=O)OC(CC)C(CC)CC